NC1=C(C(N(C2=CC(=CC=C12)NCC(F)(F)F)C1=CC=CC=C1)=O)C(=O)OC methyl 4-amino-2-oxo-1-phenyl-7-((2,2,2-trifluoroethyl)amino)-1,2-dihydroquinoline-3-carboxylate